C(C)(C)(C)OC(N(C)[C@H](C(=O)NC1=CC=C(C=C1)C1=CC(=C(C=C1)Cl)Cl)CC)=O (S)-(1-((3',4'-dichloro-[1,1'-biphenyl]-4-yl)amino)-1-oxobutan-2-yl)(methyl)carbamic acid tert-butyl ester